CC1(N(CCOC1)C(=O)C1=NN(C=2C3=C(CCC12)C=C(C(=C3)C=3C=C(C=NC3)C(=O)N)OC)C3=NC=CC=C3)C 5-[3-(3,3-dimethylmorpholine-4-carbonyl)-7-methoxy-1-(2-pyridyl)-4,5-dihydrobenzo[g]indazol-8-yl]pyridine-3-carboxamide